N-(2-fluoro-4-(3-methylpiperazin-1-yl)phenyl)-7-methoxy-2-methylimidazo[1,2-a]pyridine-6-carboxamide FC1=C(C=CC(=C1)N1CC(NCC1)C)NC(=O)C=1C(=CC=2N(C1)C=C(N2)C)OC